(2-methoxy-5-methyl-4-((4-sulfophenyl)diazenyl)phenyl)naphthalene-2-sulfonic acid COC1=C(C=C(C(=C1)N=NC1=CC=C(C=C1)S(=O)(=O)O)C)C1=C(C=CC2=CC=CC=C12)S(=O)(=O)O